ClC1=CC=C(C=C1)NC(=N)N(C(N)=N)CCCCCCNC=NNC#N N-(4-Chlorophenyl)-N'-[6-[[(cyanoamino)iminomethyl]amino]hexyl]imidodicarbonimidic Diamide